Tribenzylisopropylcyclopentadienyl-zirconium C(C1=CC=CC=C1)C1=C(C(C=C1)([Zr]C(C)C)CC1=CC=CC=C1)CC1=CC=CC=C1